BUTYRYLCARNITINE CCCC(=O)O[C@H](CC(=O)[O-])C[N+](C)(C)C